(E)-3-(4-{[2-(4-Cyclopropyl-phenyl)-cyclopropylamino]-methyl}-phenyl)-N-hydroxy-acrylamide C1(CC1)C1=CC=C(C=C1)C1C(C1)NCC1=CC=C(C=C1)/C=C/C(=O)NO